COC(=O)C1=CC=2N(C(=C(C2S1)C#N)N)C1=C(C(=CC=C1C)OC)C 5-amino-6-cyano-4-(3-methoxy-2,6-dimethylphenyl)-4H-thieno[3,2-b]pyrrole-2-carboxylic acid methyl ester